(R)-Pyrrolidin-1-yl(1,2,3,4-tetrahydroquinolin-2-yl)methanone N1(CCCC1)C(=O)[C@@H]1NC2=CC=CC=C2CC1